C(C1=CC=CC=C1)OC(=O)N[C@H](C=1N=C2N(N=C(C(=C2)N(CC(F)(F)F)C)C(=O)OC)C1)C1CCC(CC1)(F)F methyl (S)-2-((((benzyloxy)carbonyl)amino)(4,4-difluorocyclohexyl)methyl)-7-(methyl(2,2,2-trifluoroethyl)amino)imidazo[1,2-b]pyridazine-6-carboxylate